N1(C=NC=C1)C[C@]1(C[C@]2(CNC3=NC=C(C(=C32)Cl)Br)CC1)O |r| (1RS,3SR)-3-((1H-Imidazol-1-yl)methyl)-5'-bromo-4'-chloro-1',2'-dihydrospiro[cyclopentane-1,3'-pyrrolo[2,3-b]pyridin]-3-ol